5,6-dihydro[1,3]thiazolo[2,3-c][1,2,4]triazol-3(2H)-one N=1NC(N2C1SCC2)=O